[3-[3-(2,3-dichlorophenyl)-1H-pyrazolo[3,4-b]pyrazin-6-yl]-7-(3-methyl-1,2-oxazol-5-yl)-3-azabicyclo[4.1.0]heptan-7-yl]methanamine ClC1=C(C=CC=C1Cl)C1=NNC2=NC(=CN=C21)N2CC1C(C1CC2)(C2=CC(=NO2)C)CN